CC(=CCCC1=COC=C1)CCC=C(C)C 3-(4,8-Dimethylnona-3,7-dienyl)-furan